C1(CCCCC1)[C@@H](C1=NC2=C(N1)C=C1CC(CC1=C2)(C(=O)NC)N2C(NC(C2)C)=O)NC(=O)C2=CC=NN2C 2-((S)-cyclohexyl(1-methyl-1H-pyrazole-5-carboxamido)methyl)-N-methyl-6-(4-methyl-2-oxoimidazolidin-1-yl)-1,5,6,7-tetrahydroindeno[5,6-d]imidazole-6-carboxamide